2-{[1-(2,2-difluoroethyl)-5-methyl-1H-pyrazol-3-yl]methoxy}-4-[5-(trifluoromethyl)-1,2,4-oxadiazol-3-yl]pyridine FC(CN1N=C(C=C1C)COC1=NC=CC(=C1)C1=NOC(=N1)C(F)(F)F)F